N-ethoxyethylpyrrole sodium [Na].C(C)OCCN1C=CC=C1